C(C)(=[Se])N selenoethanamide